(R)-N-(6-chloro-8-methylisoquinolin-1-yl)-2-fluoro-4-(5-(hydroxymethyl)-1-methyl-1H-1,2,3-triazol-4-yl)-N-(piperidin-3-yl)benzamide ClC=1C=C2C=CN=C(C2=C(C1)C)N(C(C1=C(C=C(C=C1)C=1N=NN(C1CO)C)F)=O)[C@H]1CNCCC1